(S)-N-((S)-4-AMINO-1-((4-CHLORO-5-METHYLPYRIDIN-2-YL)AMINO)-1-OXOBUTAN-2-YL)-2-(4-OXO-4-PHENYLBUTANOYL)-1,2,3,4-TETRAHYDROISOQUINOLINE-3-CARBOXAMIDE NCC[C@@H](C(=O)NC1=NC=C(C(=C1)Cl)C)NC(=O)[C@H]1N(CC2=CC=CC=C2C1)C(CCC(C1=CC=CC=C1)=O)=O